2-[(2,6-difluorobenzyl)ethoxycarbonylamino]-4-methyl-5-(4-nitrophenyl)thiophene FC1=C(CN(C=2SC(=C(C2)C)C2=CC=C(C=C2)[N+](=O)[O-])C(=O)OCC)C(=CC=C1)F